FC=1C=C(C=C(C1)F)C=1NC(=C(C1)C(=O)NCCN(C)C)C1=C(C=CC=C1)[N+](=O)[O-] (3,5-difluorophenyl)-N-(2-(dimethylamino)ethyl)-5-(2-nitrophenyl)Azole-4-carboxamide